1,1,2-trifluoro-2-methylethylene carbonate C1(OC(C(C)(F)O1)(F)F)=O